7-(1-methyl-1H-pyrrolo[2,3-b]pyridin-4-yl)-1,2-dihydro-3H-pyrrolo[3,4-c]pyridin-3-one CN1C=CC=2C1=NC=CC2C=2C1=C(C=NC2)C(NC1)=O